O1CCN(CC1)CCNC(N)=O 3-(2-morpholinoethyl)urea